COC1=NC=C(C(=O)N2CCN(CC2)C(\C=C\C2=CC=NC=C2)=O)C=C1 (E)-1-(4-(6-methoxynicotinoyl)piperazin-1-yl)-3-(pyridin-4-yl)prop-2-en-1-one